benzyl 4-(4-(3-methoxy-3-oxopropyl) phenyl)piperazine-1-carboxylate COC(CCC1=CC=C(C=C1)N1CCN(CC1)C(=O)OCC1=CC=CC=C1)=O